C(C)OC(=O)C1(CCN(CC1)C)C1=CC=CC=C1 ethyl-(1-methyl-4-phenyl-4-piperidine-carboxylate)